FC=1C=C(C=CC1OC1=CC=NC2=CC(=CN=C12)OC)NC(=O)C1=C(N(C(=C(C1=O)C1=C(C=C(C=C1)F)C)C)C)C N-[3-fluoro-4-[(7-methoxy-1,5-naphthyridin-4-yl)oxy]phenyl]-5-(4-fluoro-2-methylphenyl)-1,2,6-trimethyl-4-oxopyridine-3-carboxamide